(3S,4S)-1-[4-({8-[(2R,3S)-3-(methanesulfonyl-methyl)-2-methylazetidin-1-yl]-5-(propan-2-yl)isoquinolin-3-yl}amino)pyrimidin-2-yl]-4-methoxy-piperidine-3-carbonitrile CS(=O)(=O)C[C@@H]1[C@H](N(C1)C=1C=CC(=C2C=C(N=CC12)NC1=NC(=NC=C1)N1C[C@H]([C@H](CC1)OC)C#N)C(C)C)C